Pyridine-2-carboxylic acid (3-cyclobutanesulfonylamino-adamantan-1-yl)-amide C1(CCC1)S(=O)(=O)NC12CC3(CC(CC(C1)C3)C2)NC(=O)C2=NC=CC=C2